N-(3-bromobenzyl)-2-fluoro-4-methyl-5-((2,2,2-trifluoroethyl)thio)aniline BrC=1C=C(CNC2=C(C=C(C(=C2)SCC(F)(F)F)C)F)C=CC1